gamma-mercaptopropyl-trimethoxysilane SCCC[Si](OC)(OC)OC